4-bromo-1-(p-tolyl)pyrazole BrC=1C=NN(C1)C1=CC=C(C=C1)C